tert-butyl-4-(1-((5-methoxy-7-methyl-1H-indol-4-yl)methyl)-4-(2,2,2-trifluoroethyl)piperazin-2-yl)benzoic acid C(C)(C)(C)C1=C(C(=O)O)C=CC(=C1)C1N(CCN(C1)CC(F)(F)F)CC1=C2C=CNC2=C(C=C1OC)C